(S)-2,5,5-trimethyl-2-(((5,6,7,8-tetrahydronaphthalen-2-yl)methyl)amino)hexanoic acid compound with methanesulfonic acid CS(=O)(=O)O.C[C@@](C(=O)O)(CCC(C)(C)C)NCC1=CC=2CCCCC2C=C1